1-((R)-1-(4-chloro-3-fluorophenyl)ethyl)-N3-methyl-1H-pyrazole-3,5-dicarboxamide ClC1=C(C=C(C=C1)[C@@H](C)N1N=C(C=C1C(=O)N)C(=O)NC)F